1,2-diacetyl-sn-glycero-3-phosphothioethanol C(C)(=O)OC[C@@H](OC(C)=O)COP(=O)(O)SC(C)O